BrC1=CC=2C=3C(C4=CC(=CC=C4C2C=C1)Br)=C(C(C3C3=CC=CC=C3)=O)C3=CC=CC=C3 5,10-dibromo-1,3-diphenyl-2H-cyclopenta[l]phenanthrene-2-on